pentaerythritol (3-tert-butyl-4-hydroxyphenyl)propionate C(C)(C)(C)C=1C=C(C=CC1O)C(C(=O)OCC(CO)(CO)CO)C